CN(C)CNC1=C(C(=O)OC)C=CC(=C1)OC (E)-methyl 2-((dimethylamino) methylamino)-4-methoxybenzoate